1-phenyl-1-(4-bromophenyl)homoallylamine C1(=CC=CC=C1)C(CC=C)(C1=CC=C(C=C1)Br)N